Cl.C(C1=CC=CC=C1)C1=CC2=C(C=N1)C(CN2C(CN2[C@H](CN[C@@H](C2)C)C(F)F)=O)(C)C 1-{6-Benzyl-3,3-dimethyl-1H,2H,3H-pyrrolo[3,2-c]pyridin-1-yl}-2-[(2R,5R)-2-(difluoromethyl)-5-methylpiperazin-1-yl]ethan-1-one hydrochloride